FC(CF)C1=C(C=CC=C1F)C1C2=C(NC(=C1C(=O)OC)C)COC2=O Methyl 4-(2-(1,2-difluoroethyl)-3-fluorophenyl)-2-methyl-5-oxo-1,4,5,7-tetrahydrofurano[3,4-b]pyridine-3-carboxylate